BrC1=CC2=C(N=C(S2)N)C=C1 6-Bromo-1,3-benzothiazole-2-amine